N-[(1S)-1-(dicyclopropylmethyl)-2-[[5-(2-ethyl-5-methoxy-3-pyridyl)-6-fluoro-2-pyridyl]amino]-2-oxo-ethyl]-2-isopropyl-pyrazole-3-carboxamide C1(CC1)C([C@@H](C(=O)NC1=NC(=C(C=C1)C=1C(=NC=C(C1)OC)CC)F)NC(=O)C=1N(N=CC1)C(C)C)C1CC1